ClC1=C(OCC(=O)ON=CC2=CC=C(C=C2)C=NOC(COC2=C(C=C(C=C2)Cl)Cl)=O)C=CC(=C1)Cl 4-(((2-(2,4-Dichlorophenoxy)acetoxy)imino)methyl)benzaldehyde-O-(2-(2,4-dichlorophenoxy)acetyl) oxime